(R)-7-((7,7-dimethyloctyl)oxy)-6-methoxy-2-methyl-N-(1-(4-(2-((methylamino)-methyl)phenyl)thiophen-2-yl)ethyl)quinazolin-4-amine CC(CCCCCCOC1=C(C=C2C(=NC(=NC2=C1)C)N[C@H](C)C=1SC=C(C1)C1=C(C=CC=C1)CNC)OC)(C)C